OC[C@H](CC1=CC=CC=C1)NC(C(=O)NC1=CC2=C(N(C(=N2)C(F)(F)F)C)C=C1)=O (S)-N1-(1-hydroxy-3-phenylpropan-2-yl)-N2-(1-methyl-2-(trifluoromethyl)-1H-benzo[d]imidazol-5-yl)oxalamide